CC1=NC(=CC(=C1)O[C@@H]1C[C@@H](N(C1)CC1=C(N=C(S1)NC(C)=O)F)C)C N-(5-(((2S,4R)-4-((2,6-dimethylpyridin-4-yl)oxy)-2-methylpyrrolidin-1-yl)methyl)-4-fluorothiazol-2-yl)acetamide